C(#CC)N[C@@H](CCC(=O)O)C(=O)O propynylglutamic acid